Ethyl 2-(5-(3-cyano-4-fluorophenoxy)-6-fluoro-1-tosyl-1H-indol-4-yl)acetate C(#N)C=1C=C(OC=2C(=C3C=CN(C3=CC2F)S(=O)(=O)C2=CC=C(C)C=C2)CC(=O)OCC)C=CC1F